FC1=CC(=CC2=C1N=C(S2)C2CCN1CCCC1C2)C=2C=CC=1N(N2)C=C(N1)C 6-[4-fluoro-2-(octahydroindolizin-7-yl)-1,3-benzothiazol-6-yl]-2-methylimidazo[1,2-b]pyridazine